ClC=1C(=C2C(=NC1C)CN(C2)C(=O)[C@H]2CN(CC2)C=2C=NC(=NC2)C(F)(F)F)C (3-Chloro-2,4-dimethyl-5,7-dihydropyrrolo[3,4-b]pyridin-6-yl)-[(3R)-1-[2-(trifluoromethyl)pyrimidin-5-yl]pyrrolidin-3-yl]methanon